2-(3-bromobenzyl)-4,6-dichloro-5-(2-methoxyphenoxy)pyrimidine BrC=1C=C(CC2=NC(=C(C(=N2)Cl)OC2=C(C=CC=C2)OC)Cl)C=CC1